C(C)S(=O)(=O)NC1=CC(=C(OC=2C=C(OCCOCCOCCOCCOCC(=O)OC(C)(C)C)C=CC2)C=C1)C=1C2=C(C(N(C1)C)=O)N(C=C2)S(=O)(=O)C2=CC=C(C=C2)C tert-butyl 2-[2-[2-[2-[2-[3-[4-(ethylsulfonylamino)-2-[6-methyl-7-oxo-1-(p-tolylsulfonyl)pyrrolo[2,3-c]pyridin-4-yl]phenoxy]phenoxy]ethoxy]ethoxy]ethoxy]ethoxy]acetate